monoammonium methyl arsonate [AsH](OC)([O-])=O.[NH4+]